OC1=C(C(=O)[O-])C=CC=C1.[Mo+4].BrC1=CC=CC=2N(C(NC21)=O)C2CCN(CCC2)C(=O)NC2=CC=C(C=C2)I.OC2=C(C(=O)[O-])C=CC=C2.OC2=C(C(=O)[O-])C=CC=C2.OC2=C(C(=O)[O-])C=CC=C2 4-(4-bromo-2-oxo-2,3-dihydro-1H-1,3-benzodiazol-1-yl)-N-(4-iodophenyl)azepan-1-carboxamide molybdenum o-hydroxybenzoate